C12CC(CC(N1)C2)C2=C1CN(CC1=C(C=C2)F)C2C(NC(CC2)=O)=O 4-(6-Azabicyclo[3.1.1]heptane-3-yl)-2-(2,6-dioxopiperidin-3-yl)-7-fluoroisoindoline